[Mg].[Fe](Cl)(Cl)Cl ferric chloride, magnesium salt